C(CCC)NC=O butylformamide